FC1=C(C=C(C=C1)SC1CC(C1)N)C(F)(F)F (1r,3r)-3-((4-fluoro-3-(trifluoromethyl)phenyl)thio)cyclobutane-1-amine